[N+](=O)([O-])C1=C(C=CC=C1)S(=O)(=O)N1CC=2C=CC=C(CN(CCN(CC1)S(=O)(=O)C1=C(C=CC=C1)[N+](=O)[O-])S(=O)(=O)C1=C(C=CC=C1)[N+](=O)[O-])N2 3,6,9-tris[(2-nitrophenyl)sulfonyl]-3,6,9,15-tetrazabicyclo[9.3.1]pentadeca-1(15),11,13-triene